(2R,3S)-3-hydroxy-4-oxo-1-phenyl-4-((pyridin-2-ylmethyl)amino)butan O[C@@H](CCC1=CC=CC=C1)C(NCC1=NC=CC=C1)=O